OCCC1=CC=C(C=C1)C=1NC2=NC=CC=C2C1 2-(4-hydroxyethyl-phenyl)-7-azaindole